6-(6,7-Dimethoxy-1-(4-methoxyphenyl)-3,4-dihydroisoquinolin-2(1H)-yl)-N-hydroxy-6-oxohexanamide COC=1C=C2CCN(C(C2=CC1OC)C1=CC=C(C=C1)OC)C(CCCCC(=O)NO)=O